N-[5-[5-[(1R,2S)-2-fluorocyclopropyl]-1,2,4-oxadiazol-3-yl]-2-methyl-phenyl]-7-[(1S,2S)-2-(hydroxymethyl)cyclopropyl]imidazo[1,2-a]pyridine-3-carboxamide F[C@@H]1[C@H](C1)C1=NC(=NO1)C=1C=CC(=C(C1)NC(=O)C1=CN=C2N1C=CC(=C2)[C@@H]2[C@H](C2)CO)C